4-benzylvalerolactone C(C1=CC=CC=C1)C1CCC(=O)OC1